ClC1=CN=C(C(=C1C(=O)N[C@@H](CCOC1CC(C1)CCC1=NC=2NCCCC2C=C1)C(=O)O)F)C N-(5-chloro-3-fluoro-2-methylisonicotinoyl)-O-((1r,3r)-3-(2-(5,6,7,8-tetrahydro-1,8-naphthyridin-2-yl)ethyl)cyclobutyl)-L-homoserine